Cl.C(CC1=CC=CC=C1)N1CCC2(CC(C2)N(C(=O)C2=COC=C2)C2=CC=CC=C2)CC1 N-(7-phenethyl-7-azaspiro[3.5]nonan-2-yl)-N-phenylfuran-3-carboxamide hydrochloride